ClC=1C=CC=2N(N1)C(=CN2)C=2C=C(C=CC2)C=2OC(=NN2)C 2-(3-(6-chloroimidazo[1,2-b]pyridazin-3-yl)phenyl)-5-methyl-1,3,4-oxadiazole